1-(4-(2-ethyl-3-((4-(4-fluorophenyl)thiazol-2-yl)(methyl)amino)imidazo[1,2-a]pyridin-6-yl)piperazin-1-yl)-2-hydroxyethanone C(C)C=1N=C2N(C=C(C=C2)N2CCN(CC2)C(CO)=O)C1N(C)C=1SC=C(N1)C1=CC=C(C=C1)F